2-(2,2,2-trifluoroethyl)pyrimidine-2,5-diamine FC(CC1(NC=C(C=N1)N)N)(F)F